(1S,3aS,6aR)-N-((S)-4-hydroxy-3-oxo-1-((R)-2-oxopyrrolidin-3-yl)butan-2-yl)-2-(4-methoxy-1H-indole-2-carbonyl)octahydrocyclopenta[c]pyrrole-1-carboxamide OCC([C@H](C[C@@H]1C(NCC1)=O)NC(=O)[C@H]1N(C[C@@H]2[C@H]1CCC2)C(=O)C=2NC1=CC=CC(=C1C2)OC)=O